BrCCCCCCCOC(CCC(OCCCCCCC#C)OCCCCCCC#C)=O.NC1=CC=C(C=C1)S(=O)(=O)NCCCCN1N=C(C(=C1)[N+](=O)[O-])OC 4-amino-N-[4-(3-methoxy-4-nitro-pyrazol-1-yl)butyl]benzenesulfonamide 7-bromoheptyl-4,4-bis(oct-7-yn-1-yloxy)butanoate